OP(O)(=O)OP(=O)([O-])[O-] dihydrogen pyrophosphate